2-{4-[5-chloro-2-(4-chloro-1H-1,2,3-triazol-1-yl)phenyl]-5-methoxy-2-oxopyridin-1(2H)-yl}butanoic acid ClC=1C=CC(=C(C1)C1=CC(N(C=C1OC)C(C(=O)O)CC)=O)N1N=NC(=C1)Cl